4-[4-(dimethylamino)-1-piperidyl]-N-(6,8-dimethylimidazo[1,2-a]pyrazin-2-yl)-6-fluoro-2-methyl-indazole-7-carboxamide CN(C1CCN(CC1)C=1C2=CN(N=C2C(=C(C1)F)C(=O)NC=1N=C2N(C=C(N=C2C)C)C1)C)C